FC1=CC=C2C(=CNC2=C1)C1CN(C1)CCC(=O)O 3-(3-(6-fluoro-1H-indol-3-yl)azetidin-1-yl)propionic acid